N-(4-amino-3-(4-(difluoromethylene)piperidin-1-yl)phenyl)-2-((tetrahydro-2H-pyran-2-yl)oxy)ethane-1-sulfonamide NC1=C(C=C(C=C1)NS(=O)(=O)CCOC1OCCCC1)N1CCC(CC1)=C(F)F